diphenyl monoisooctyl phosphate P(=O)(OC1=CC=CC=C1)(OC1=CC=CC=C1)OCCCCCC(C)C